ClC1=CC2=C(N=N1)N(C=C2C)C21CCCC(C2)(C1)O 5-(3-chloro-5-methyl-7H-pyrrolo[2,3-c]pyridazin-7-yl)bicyclo[3.1.1]heptan-1-ol